C[Si](C(C)C=1C(=C(C=CC1CC[SiH2]C(NCCC[Si](OC)(OC)OC)NCCC[Si](OC)(OC)OC)[SiH](C)C)[SiH](C)C)(OC)OC 1-methyldimethoxysilylethyldimethylsilyl-4-bis(trimethoxysilylpropylamino)methylsilylethyldimethylsilylbenzene